C(#N)C=1C(=NC(=NC1)NC1=C(C=C(C=C1)N1CCN(CC1)CC)C(C(=O)N)=C)C=1C(=NC=CC1)OCC (2-((5-cyano-4-(2-ethoxypyridin-3-yl)pyrimidin-2-yl)amino)-5-(4-ethylpiperazin-1-yl)phenyl)acrylamide